FC=1C(=C(C=C(C1)C1CCN(CC1)C)B(O)O)OC (3-fluoro-2-methoxy-5-(1-methylpiperidin-4-yl)phenyl)boronic acid